1R-(-)-camphorsulfonic acid CC1(C2CCC1(C(=O)C2)CS(=O)(=O)O)C